3-(2-chloro-3-(1,4-benzodioxan-6-yl)anilino)-5-dimethoxymethylbenzisoxazole ClC1=C(NC2=NOC3=C2C=C(C=C3)C(OC)OC)C=CC=C1C1=CC3=C(OCCO3)C=C1